6-[4-(2-methylbenzoyl)piperidin-1-yl]Pyridazine-3-carboxylic acid (2-hydroxy-2-pyridin-3-ylethyl) amide OC(CNC(=O)C=1N=NC(=CC1)N1CCC(CC1)C(C1=C(C=CC=C1)C)=O)C=1C=NC=CC1